BrC1=CC2=NC(=C3C(=C2S1)N(C(=N3)CCCN3CCN(CC3)S(=O)(=O)C)CC3=CC=C(C=C3)OC)N 7-bromo-1-(4-methoxybenzyl)-2-(3-(4-(methylsulfonyl)piperazin-1-yl)propyl)-1H-imidazo[4,5-d]thieno[3,2-b]pyridin-4-amine